N-(3-(4-fluorophenyl)pyridin-4-yl)-7-(methylsulfonylamino)quinazoline-2-carboxamide FC1=CC=C(C=C1)C=1C=NC=CC1NC(=O)C1=NC2=CC(=CC=C2C=N1)NS(=O)(=O)C